(S)-5-(5-(4-methylpiperazin-1-yl)-1H-benzo[d]imidazol-2-yl)-N4-(piperidin-3-yl)-N2-propylpyrimidine-2,4-diamine CN1CCN(CC1)C1=CC2=C(NC(=N2)C=2C(=NC(=NC2)NCCC)N[C@@H]2CNCCC2)C=C1